4-(5-(1,5-Dimethyl-1H-pyrazol-3-ylamino)-1-methyl-6-oxo-1,6-dihydropyridin-3-yl)-2-(1-oxo-6,7,8,9-tetrahydropyrido[3,4-b]indolizin-2(1H)-yl)nicotinaldehyde CN1N=C(C=C1C)NC1=CC(=CN(C1=O)C)C1=CC=NC(=C1C=O)N1C(C=2C=C3CCCCN3C2C=C1)=O